CC(C(C)C(C(C(C(=O)[O-])(C(C)C(CCC)C)C(C)C(CCC)C)(O)C(=O)[O-])C(=O)[O-])CCC Tri(3-methyl-2-hexyl)citrat